1-chloro-4-((1-methylpiperidin-3-yl)oxy)phthalazine ClC1=NN=C(C2=CC=CC=C12)OC1CN(CCC1)C